γ-methacryloxypropyl-methyl-diethoxysilane tert-Butyl-(4-(1,2,4,5-tetrazin-3-yl)benzyl)(methyl)carbamate C(C)(C)(C)OC(N(C)CC1=CC=C(C=C1)C=1N=NC=NN1)=O.C(C(=C)C)(=O)OCCC[Si](OCC)(OCC)C